(S)-1-(oxetan-2-ylmethyl)-2-((4-(6-((5-(trifluoromethyl)thiophen-2-yl)methoxy)pyridine-2-yl)piperidin-1-yl)methyl)-1H-benzo[d]imidazole-6-carboxylic acid O1[C@@H](CC1)CN1C(=NC2=C1C=C(C=C2)C(=O)O)CN2CCC(CC2)C2=NC(=CC=C2)OCC=2SC(=CC2)C(F)(F)F